(2S)-2-[4-chloro-2-(1,3-oxazol-4-yl)phenoxy]propionic acid ClC1=CC(=C(O[C@H](C(=O)O)C)C=C1)C=1N=COC1